CC1=CC=C(C=C1)C1=C(C=CC=C1)CC 2-(4-methylphenyl)phenylethane